ClC=1C=C(C=NC1C1=NN(C=N1)C)NC(=O)C=1C=NN(C1C(F)(F)F)C=1C=2C3=C(C(NC3=CC1)=C=O)C=CC2 N-(5-chloro-6-(1-methyl-1H-1,2,4-triazol-3-yl)pyridine-3-yl)-1-(2-carbonyl-1,2-dihydrobenzo[cd]indol-6-yl)-5-(trifluoromethyl)-1H-pyrazole-4-carboxamide